2,3-bis(2-methoxy-6-methoxyanilino)-1,4-difluoroanthraquinone COC1=C(NC2=C(C=3C(C4=CC=CC=C4C(C3C(=C2NC2=C(C=CC=C2OC)OC)F)=O)=O)F)C(=CC=C1)OC